1-Bromo-4-iodo-2-(methoxymethoxy)benzene BrC1=C(C=C(C=C1)I)OCOC